C(C)(C)(C)OC(=O)N1CCC(CC1)C=1C=C2C(=C(NC2=CC1)C=1C=C(C=2N(C1)N=CN2)OC)C(C)C 4-(3-isopropyl-2-(8-methoxy-[1,2,4]triazolo[1,5-a]pyridin-6-yl)-1H-indol-5-yl)piperidine-1-carboxylic acid tert-butyl ester